PHENYLETHYL SALICYLATE C(C=1C(O)=CC=CC1)(=O)OCCC1=CC=CC=C1